C(C)(C)(C)OC(=O)N(C=1OC=C(N1)C(=O)OCC)C1=C2CCCC2=C(C=2CCCC12)F ethyl 2-((tert-butoxycarbonyl) (8-fluoro-1,2,3,5,6,7-hexahydro-s-indacen-4-yl)amino)oxazole-4-carboxylate